ClC1=C(C=CC=C1Cl)C1=C(N=C(C(=N1)CO)N1CCN(CC1)C1=CC=CC2=C1NC(=N2)C)C (6-(2,3-dichlorophenyl)-5-methyl-3-(4-(2-methyl-1H-benzo[d]imidazol-7-yl)piperazin-1-yl)pyrazin-2-yl)methanol